Ethyl (S)-3-(((R)-tert-butylsulfinyl)amino)-3-(4-fluoro-2',6'-dimethyl-5-(trifluoromethyl)-[1,1'-biphenyl]-3-yl)propanoate C(C)(C)(C)[S@@](=O)N[C@@H](CC(=O)OCC)C=1C=C(C=C(C1F)C(F)(F)F)C1=C(C=CC=C1C)C